2-(n-Butylthio)benzonitril C(CCC)SC1=C(C#N)C=CC=C1